FC1=CC=C(C=N1)C=C 2-(6-fluoro-3-pyridyl)ethylene